(E)-Methyl 4-(geranyloxy)-cinnamate C(\C=C(/C)\CCC=C(C)C)OC1=CC=C(/C=C/C(=O)OC)C=C1